tert-butyl 4-(1-((6-ethoxy-2-methyl-2H-indazol-5-yl)carbamoyl)-6-methyl-2,3-dihydro-1H-pyrrolo[2,3-b]pyridin-4-yl)piperazine-1-carboxylate C(C)OC=1C(=CC2=CN(N=C2C1)C)NC(=O)N1CCC=2C1=NC(=CC2N2CCN(CC2)C(=O)OC(C)(C)C)C